COC1=CC=C(C=C1)CN1C(COCC1=O)C(=O)O 4-[(4-methoxyphenyl)methyl]-5-oxo-morpholine-3-carboxylic acid